6-bromo-5-(2-fluorophenyl)thiazolo[4,5-b]pyridine-2-carboxamide BrC=1C=C2C(=NC1C1=C(C=CC=C1)F)N=C(S2)C(=O)N